C(C)NC1CCCCC1NCC N,N'-Bis-ethyl-cyclohexan-1,6-diamin